N[C@@H](C)C1=CC(=CS1)C(N)=N (S)-5-(1-aminoethyl)thiophene-3-carboximidamide